FC1(CN(CC1)C1=NC=CC(=C1NC(=O)C=1C=NC(=NC1)C(C)C)C1=NC=CC=C1)F N-(2'-(3,3-difluoropyrrolidin-1-yl)-[2,4'-bipyridin]-3'-yl)-2-isopropyl-pyrimidine-5-carboxamide